C(C)C1=CCCC1C 1-ethyl-5-methylcyclopentene